ethyl (2S)-2-amino-3,4,4-trimethylpentanoate N[C@H](C(=O)OCC)C(C(C)(C)C)C